{[(3R,6S)-6-{[2-(5-{2-[(3R,5R)-3,5-Dimethylmorpholine-4-carbonyl]-4-fluorophenoxy}pyrimidin-4-yl)-2,7-diazaspiro[3.5]nonan-7-yl]methyl}oxan-3-yl]sulfamoyl}dimethylamine C[C@H]1N([C@@H](COC1)C)C(=O)C1=C(OC=2C(=NC=NC2)N2CC3(C2)CCN(CC3)C[C@@H]3CC[C@H](CO3)NS(=O)(=O)N(C)C)C=CC(=C1)F